(2S)-3-[3-Bromo-5-(trifluoromethyl)phenyl]-2-[(3R)-1-tert-butoxycarbonylpyrrolidin-3-yl]propanoic acid BrC=1C=C(C=C(C1)C(F)(F)F)C[C@H](C(=O)O)[C@@H]1CN(CC1)C(=O)OC(C)(C)C